1-(4-(3-(1,3,4-oxadiazol-2-yl)-4-(trifluoromethyl)benzyl)piperazine-1-carbonyl)-1H-pyrazole-3-carboxylic acid tert-butyl ester C(C)(C)(C)OC(=O)C1=NN(C=C1)C(=O)N1CCN(CC1)CC1=CC(=C(C=C1)C(F)(F)F)C=1OC=NN1